COC=1C=C2C=C(C=NC2=C(C1)N1CCC(CC1)C(F)(F)F)C(=O)N[C@@H](C)C(=O)[O-] (6-methoxy-8-(4-(trifluoromethyl)piperidin-1-yl)quinoline-3-carbonyl)-L-alaninate